5-[[2-(4,5-dichloro-6-oxo-pyridazin-1-yl)acetyl]amino]-2-methyl-N-[2-(2-pyridyl)ethyl]benzamide ClC=1C=NN(C(C1Cl)=O)CC(=O)NC=1C=CC(=C(C(=O)NCCC2=NC=CC=C2)C1)C